BrC1=CC=2C[C@H]3OCC(N[C@H]3C2C=C1)=O |r| Racemic-(4aS,9aR)-7-bromo-4,4a,9,9a-tetrahydroindeno[2,1-b][1,4]oxazin-3(2H)-one